N(=[N+]=[N-])C1=CC=C(C(=O)OC[C@H](CC2=CC=CC=C2)NC(=O)OCC2C3=CC=CC=C3C=3C=CC=CC23)C=C1 (S)-2-((((9H-fluorene-9-yl) methoxy) carbonyl) amino)-3-phenylpropyl 4-azidobenzoate